(13R)-13-methyl-8,14-dioxa-4,10,19,20,22-pentaazatetracyclo[13.5.2.12,6.018,21]tricosa-1(20),2(23),3,5,15,17,21-heptaen-9-one C[C@@H]1CCNC(OCC2=CN=CC(C3=NNC4=CC=C(O1)N=C34)=C2)=O